O[C@H](C(=O)OCC1=CC=CC=C1)C(C)C benzyl (S)-2-hydroxy-3-methylbutanoate